terephthaloyl Dichloride C(C1=CC=C(C(=O)Cl)C=C1)(=O)Cl